(R)-4-(2-(4-chloro-2-fluorophenyl)-2H-chromen-8-yl)piperidine-1-carboxylic acid tert-butyl ester C(C)(C)(C)OC(=O)N1CCC(CC1)C=1C=CC=C2C=C[C@@H](OC12)C1=C(C=C(C=C1)Cl)F